C(C)(C)(C)OC(=O)C1CCN(CC1)CC1=C(C(=O)N2CCCC23CCN(CC3)C(=O)OC(C)(C)C)C=CC(=C1)C(F)(F)F tert-butyl 1-(2-((4-(tert-butoxycarbonyl) piperidin-1-yl) methyl)-4-(trifluoromethyl) benzoyl)-1,8-diazaspiro[4.5]decane-8-carboxylate